methoxy-4-(trifluoromethyl)cyclohexane-1-amine COC1(CCC(CC1)C(F)(F)F)N